CC1=CC(=NC=C1)NC(=O)C=1C=2C[C@@H]3[C@H](C2N(N1)C1=C(C=C(C=C1)F)F)C3 (1aR,5aR)-2-(2,4-Difluoro-phenyl)-1a,2,5,5a-tetrahydro-1H-2,3-diaza-cyclopropa[a]pentalene-4-carboxylic acid (4-methyl-pyridin-2-yl)-amide